tert-butyl-4-[7-({8-fluoro-2-methylimidazo[1,2-a]pyridin-6-yl}carbamoyl)-2-(oxolan-3-yl)indazol-4-yl]piperazine-1-carboxylate C(C)(C)(C)OC(=O)N1CCN(CC1)C=1C2=CN(N=C2C(=CC1)C(NC=1C=C(C=2N(C1)C=C(N2)C)F)=O)C2COCC2